((4R,5R)-5-(2-iodophenyl)-2-methyl-1,3-dioxolan-4-yl)methyl sulfamate S(N)(OC[C@H]1OC(O[C@@H]1C1=C(C=CC=C1)I)C)(=O)=O